CN1N=CC(=C1NC(O[C@H](C)C=1C(=NC=C(C1)F)F)=O)C1=NC=C(C=N1)NC(=O)[C@H]1[C@@H](C1)C=1C=NC=CC1 (R)-1-(2,5-difluoropyridin-3-yl)ethyl (1-methyl-4-(5-((1R,2R)-2-(pyridin-3-yl)cyclopropane-1-carboxamido)pyrimidin-2-yl)-1H-pyrazol-5-yl)carbamate